BrC=1C=C2CCC(C2=CC1)NC(C1=CC=C(C=C1)N(CC)CC)=O N-(5-bromo-2,3-dihydro-1H-inden-1-yl)-4-(diethylamino)benzamide